9b-amino-4b-hydroxy-7-isopropyl-4bH-benzo[d]indeno[1,2-b]furan-10(9bH)-one NC12C(OC3=C1C=CC(=C3)C(C)C)(C3=CC=CC=C3C2=O)O